COP(=S)(NC(C)C)OC1=C(C=C(C=C1)C)[N+](=O)[O-] N-[methoxy-(4-methyl-2-nitrophenoxy)phosphinothioyl]propan-2-amine